Cl.FC1(CNC1)F 3,3-difluoroazetidine hydrogen chloride